7-((3-Ethylaminophenyl)(pyridin-2-ylamino)methyl)-2-methylquinolin-8-ol C(C)NC=1C=C(C=CC1)C(C1=CC=C2C=CC(=NC2=C1O)C)NC1=NC=CC=C1